BrC1=CC(=CC(=C1)F)CBr 1-bromo-3-(bromomethyl)-5-fluorobenzene